C(C1=CC=CC=C1)OC1=CC(=C(NC2=C(C=CC=C2)S(=O)(=O)CCCC2CCCCC2)C=C1)C1CC1 4-(Benzyloxy)-N-[2-(3-cyclohexylpropanesulfonyl)phenyl]-2-cyclopropylaniline